(S)-2-amino-N-(2-(4-amino-2-butyl-1H-imidazo[4,5-c]quinolin-1-yl)ethyl)-5-guanidinopentanamide N[C@H](C(=O)NCCN1C(=NC=2C(=NC=3C=CC=CC3C21)N)CCCC)CCCNC(=N)N